CC1=C(OC(C(=O)O)(C)C)C(=CC(=C1)CN1CCN(CC1)CCC1=CC=C(C=C1)C(F)(F)F)C 2-(2,6-dimethyl-4-((4-(4-(trifluoromethyl)phenethyl)piperazin-1-yl)methyl)phenoxy)-2-methylpropanoic acid